Cadinen CC1=C[C@@H]2[C@@H](CC1)C(=CC[C@H]2C(C)C)C